tert-butyl 5-(4,4,5,5-tetramethyl-1,3,2-dioxaborolan-2-yl)-3,4-dihydropyridine-1(2H)-carboxylate CC1(OB(OC1(C)C)C=1CCCN(C1)C(=O)OC(C)(C)C)C